C(N)(=N)N1CCC(=CC1)C1=CC=C(C=C1)NC(C1=C(C=C(C(=O)NC2=CC=C(C=C2)CNC(=N)N)C(=C1)C)C)=O N-[4-(1-carbamimidoyl-1,2,3,6-tetrahydro-pyridin-4-yl)-phenyl]-N'-(4-guanidinomethyl-phenyl)-2,5-dimethyl-terephthalamide